tert-butyl (S)-(6-(4,4,5,5-tetramethyl-1,3,2-dioxaborolan-2-yl)isochroman-4-yl)carbamate CC1(OB(OC1(C)C)C=1C=C2[C@@H](COCC2=CC1)NC(OC(C)(C)C)=O)C